NCCCNCCCCNCCCNCC1=C(C(=CC(=C1)Br)OC)O 2-(((3-((4-((3-aminopropyl)amino)butyl)amino)propyl)amino)methyl)-4-bromo-6-methoxyphenol